C(C)(C)(C)OC(=O)N1[C@H]2[C@H]([C@H](C[C@@H]1CC2)N(C2=CN=C(N=N2)SC)C)F (1R,2S,3S,5S)-2-fluoro-3-(methyl-(3-(methylsulfanyl)-1,2,4-triazin-6-yl)amino)-8-azabicyclo[3.2.1]octane-8-carboxylic acid tert-butyl ester